FC([C@@H](C=1C=CC2=C(N(N=C2C1)C1=CC=CC=C1)NC(C1=CC(=C(C=C1)C(F)(F)F)C1=NN(C=C1)C)=O)NC(OC(C)(C)C)=O)(F)F (R)-tert-Butyl (2,2,2-trifluoro-1-(3-(3-(1-methyl-1H-pyrazol-3-yl)-4-(trifluoromethyl) benzamido)-2-phenyl-2H-indazol-6-yl)ethyl)carbamate